8-aminooctyl 4-(((3R,4R)-1-(2-cyanoacetyl)-4-methylpiperidin-3-yl) (methyl) amino)-7H-pyrrolo[2,3-d]pyrimidine-7-carboxylate C(#N)CC(=O)N1C[C@@H]([C@@H](CC1)C)N(C=1C2=C(N=CN1)N(C=C2)C(=O)OCCCCCCCCN)C